6-bromo-5-methyl-2-(oxetan-3-yl)-4,5-dihydro-2H-pyrazolo[4,3-c]Quinolone BrC1=CC=CC=2C3=C(CN(C12)C)C(N(N3)C3COC3)=O